O=C1N(N=C2N1[C@@H](CCC2)C(=O)O)CC=2C=NC(=NC2)C(F)(F)F (5S)-3-Oxo-2-{[2-(trifluoromethyl)pyrimidin-5-yl]methyl}-2,3,5,6,7,8-hexahydro[1,2,4]triazolo[4,3-a]pyridine-5-carboxylic acid